C(=O)(OCC)N1CCNCC1 1-(carbethoxy)piperazine